ClC=1C=C(C=CC1)C1=CN=C(S1)NC(=O)[C@H]1N(CCC1)C([C@H](C(C)(C)C)NC(=O)C1=CC2=C(S1)C=CC(=C2)C(F)(F)P(O)(O)=O)=O ((2-(((S)-1-((S)-2-((5-(3-chlorophenyl)thiazol-2-yl)carbamoyl)pyrrolidin-1-yl)-3,3-dimethyl-1-oxobutan-2-yl)carbamoyl)benzo[b]thiophen-5-yl)difluoromethyl)phosphonic acid